Cl.C1(CC1)C1=NN=C(O1)C1=CC=C(C=C1)NC(C1=CC(=CC=C1)CN1CCS(CC1)(=O)=O)=O N-[4-(5-Cyclopropyl-1,3,4-oxadiazol-2-yl)phenyl]-3-[(1,1-dioxo-1,4-thiazinan-4-yl)methyl]benzamide HCl salt